2,7-bis(carboxymethyl)-1,8-dihydroxyanthraquinone C(=O)(O)CC1=C(C=2C(C3=C(C(=CC=C3C(C2C=C1)=O)CC(=O)O)O)=O)O